7-carboxyl-dibenzocyclooctyneamide C(=O)(O)C1CC2=C(C3=C(C#C1)C=CC=C3C(=O)N)C=CC=C2